benzyl 2',6-dichloro-5'-methoxy-[4,4'-bipyridine]-3-carboxylate ClC1=NC=C(C(=C1)C1=C(C=NC(=C1)Cl)C(=O)OCC1=CC=CC=C1)OC